1-(3-carbamoyl-1-isopropyl-1H-indol-5-yl)-1H-pyrazole-4-carboxylic acid C(N)(=O)C1=CN(C2=CC=C(C=C12)N1N=CC(=C1)C(=O)O)C(C)C